CN1N=NC2=C1N=CN=C2NCC2=CC=C(C=C2)S(=O)(=O)N 4-(((3-Methyl-3H-[1,2,3]triazolo[4,5-d]pyrimidin-7-yl)amino)methyl)benzenesulfonamide